4-amino-7-fluoro-N-methyl-N-((3R)-6-(trifluoromethyl)-2,3-dihydrofuro[2,3-b]pyridin-3-yl)-1,3-dihydrofuro[3,4-c]quinoline-8-carboxamide NC1=NC=2C=C(C(=CC2C2=C1COC2)C(=O)N([C@H]2COC1=NC(=CC=C12)C(F)(F)F)C)F